ClC1=CC=C(COC2=C(C3=CC=CC=C3C=C2)CCN2CCN(CC2)C)C=C1 1-(2-(2-(4-chlorobenzyloxy)naphthalen-1-yl)ethyl)-4-methylpiperazine